4-Amino-7-vinyl-2-oxo-1-phenyl-1,2-dihydroquinoline-3-carboxylic acid methyl ester COC(=O)C=1C(N(C2=CC(=CC=C2C1N)C=C)C1=CC=CC=C1)=O